N1=CC(=CC=C1)C1(CC1)C=1NC(C2=C(N1)CCNC2)=O 2-(1-(pyridin-3-yl)cyclopropyl)-5,6,7,8-tetrahydropyrido[4,3-d]-pyrimidin-4(3H)-one